6-[[2-(3-chloro-2-pyridyl)-5-(trifluoromethyl)pyrazole-3-carbonyl]amino]-5-methyl-1H-indazole-7-carboxamide ClC=1C(=NC=CC1)N1N=C(C=C1C(=O)NC1=C(C=C2C=NNC2=C1C(=O)N)C)C(F)(F)F